2-((4-bromo-3-fluorophenyl)ethynyl)-1,3-difluoro-5-propylbenzene BrC1=C(C=C(C=C1)C#CC1=C(C=C(C=C1F)CCC)F)F